CC1N(CC(NC1)CN1C[C@H](OCC1)C)C(=O)[O-] 2-methyl-5-(((R)-methylmorpholino)methyl)piperazine-1-carboxylate